CN1C(C(=C(C2=CC=C(C=C12)N1C(CCC1)=O)N1CC[C@@H](CCC1)C1=CC=CC=C1)C#N)=O |r| (rac)-1-methyl-2-oxo-7-(2-oxopyrrolidin-1-yl)-4-[4-phenylazepan-1-yl]-1,2-dihydroquinoline-3-carbonitrile